6-fluoro-4-methoxy-2-(5-isoxazolyl)-5-(trifluoromethyl)pyrimidine Calcium-arsenic [As].[Ca].FC1=C(C(=NC(=N1)C1=CC=NO1)OC)C(F)(F)F